FC(C1=CC=C(C=C1)I)(F)F 1-trifluoromethyl-4-iodobenzene